N1C(=CC2=CC=CC=C12)NC1=CC=CC=C1 indolyl-aniline